C1(CCCC1)CS(=O)(=O)NC1=C(C=C(C=C1)C1=NC=2C=NC(=NC2N(C1=O)C(C)C)NC1CCC(CC1)N(C)C)F 1-Cyclopentyl-N-[4-[2-[[4-(dimethylamino)cyclohexyl]amino]-8-isopropyl-7-oxo-pteridin-6-yl]-2-fluoro-phenyl]methanesulfonamide